C1(CCCC1)N1N=C(C=C1C1=C(C=CC=C1)C(F)(F)F)C(=O)NCCC(=O)NC=1SC=CN1 3-({1-cyclopentyl-5-[2-(trifluoromethyl)phenyl]-1H-pyrazol-3-yl}formamido)-N-(1,3-thiazol-2-yl)propanamide